5-((6-(1-((11s,3s)-3-(3-(difluoromethyl)pyrrolidin-1-yl)cyclobutyl)-3,3-dimethyl-2-oxoindolin-6-yl)-3-isopropyl-3H-imidazo[4,5-c]pyridin-4-yl)amino)-N,2-dimethylbenzamide FC([C@@H]1CN(CC1)C1CC(C1)N1C(C(C2=CC=C(C=C12)C1=CC2=C(C(=N1)NC=1C=CC(=C(C(=O)NC)C1)C)N(C=N2)C(C)C)(C)C)=O)F